ClC1=CC=C2C(=N1)N=C(O2)N[C@H]2CCCN1CCC[C@H]21 |r| 5-chloro-N-[rac-(8S,8aR)-1,2,3,5,6,7,8,8a-octahydroindolizin-8-yl]oxazolo[4,5-b]pyridin-2-amine